(S,6S)-N-((1,2,3,5,6,7-hexahydro-s-indacen-4-yl)carbamoyl)-6-hydroxy-N'-trityl-6,7-dihydro-5H-pyrazolo[5,1-b][1,3]oxazine-3-sulfonimidamide C1CCC2=C(C=3CCCC3C=C12)NC(=O)N[S@@](=O)(=NC(C1=CC=CC=C1)(C1=CC=CC=C1)C1=CC=CC=C1)C=1C=NN2C1OC[C@H](C2)O